3-hydroxy-3-(nitromethyl)azetidine-1-carboxylic acid tert-butyl ester C(C)(C)(C)OC(=O)N1CC(C1)(C[N+](=O)[O-])O